C12CC3CCC(C3C1)C2 Tricyclo-[4.2.1.03,7]nonan